C(C=C)(=O)[O-].[Al+3].C(C=C)(=O)[O-].C(C=C)(=O)[O-] aluminum acrylate salt